3-{[(methylsulfanyl)-methanimidoyl]amino}-propanoic acid CSC(=N)NCCC(=O)O